6-Chloro-8-(5-chloro-thiophen-3-yl)-9-(2,2,2-trifluoro-ethyl)-9H-pyrido[3,4-b]indole ClC=1C=C2C3=C(N(C2=C(C1)C1=CSC(=C1)Cl)CC(F)(F)F)C=NC=C3